6-tert-Butyl-N-[(5-methyl-2-pyridyl)sulfonyl]-2-(p-tolyl)pyridin-3-carboxamid C(C)(C)(C)C1=CC=C(C(=N1)C1=CC=C(C=C1)C)C(=O)NS(=O)(=O)C1=NC=C(C=C1)C